N-(4-(chlorodifluoromethoxy)phenyl)-4-isopropyl-2,2-dimethyl-5-(1H-pyrazol-5-yl)-3,4-dihydro-2H-benzo[b][1,4]oxazine-7-carboxamide ClC(OC1=CC=C(C=C1)NC(=O)C=1C=C(C2=C(OC(CN2C(C)C)(C)C)C1)C1=CC=NN1)(F)F